C(C)OC(=O)C1NC2=CC=C3C(=C2C2C4CCC(C12)C4)C=NN3 Ethyl-6,7,7a,8,9,10,11,11a-octahydro-3H-8,11-methanopyrazolo[4,3-a]phenanthridine-7-carboxylate